4-amino-5-methoxy-1-(2-methylpyridin-3-yl)-7-(trifluoromethyl)quinazolin NC1=NCN(C2=CC(=CC(=C12)OC)C(F)(F)F)C=1C(=NC=CC1)C